Methyl 3-fluorotolueneacetate FC=1C=C(CCC(=O)OC)C=CC1